2-(3-(8-(4-Chlorophenyl)-2-imino-3-methyl-2,3-dihydro-1H-imidazo[4,5-c]quinolin-1-yl)phenyl)acetonitrile ClC1=CC=C(C=C1)C1=CC=2C3=C(C=NC2C=C1)N(C(N3C=3C=C(C=CC3)CC#N)=N)C